ClC1=C(C#N)C(=CC=N1)NC1=CC2=C(N(C(N2CC2(COC2)CO)=O)C)C=C1 2-chloro-4-((3-((3-(hydroxymethyl)oxetan-3-yl)methyl)-1-methyl-2-oxo-2,3-dihydro-1H-benzo[d]imidazol-5-yl)amino)nicotinonitrile